tetrabutoxytin(IV) C(CCC)O[Sn](OCCCC)(OCCCC)OCCCC